C(CCCCCCCCCCCCC)N(C(C)=O)CCCCCCCCCCCCCC N,N-di-tetradecylacetamide